furfural phosphate P(=O)(O)(O)O.C(C1=CC=CO1)=O